diisopropanol bis(ethylacetoacetate) titanium [Ti+2].C(C)CC(CC(=O)[O-])=O.C(C)CC(CC(=O)[O-])=O.C(C)(C)O.C(C)(C)O